ClC1=NC(=NC(=C1)N1CCN(CC1)CCO)NC1CCC(CC1)O 4-((4-chloro-6-(4-(2-hydroxyethyl)piperazin-1-yl)pyrimidin-2-yl)amino)cyclohexan-1-ol